5-((4-(1-((1-(2-(2,6-dioxopiperidin-3-yl)-1-oxo-1,2-dihydroisoquinolin-6-yl)pyrrolidin-3-yl)methyl)piperidin-4-yl)phenyl)amino)-3-(piperidin-1-yl)-1,2,4-triazine-6-carboxamide O=C1NC(CCC1N1C(C2=CC=C(C=C2C=C1)N1CC(CC1)CN1CCC(CC1)C1=CC=C(C=C1)NC=1N=C(N=NC1C(=O)N)N1CCCCC1)=O)=O